3-(2-(diisopropyl-amino)ethyl)-1H-indol-4-yl octanoate C(CCCCCCC)(=O)OC1=C2C(=CNC2=CC=C1)CCN(C(C)C)C(C)C